CN1CCC2=CC3=C(C=C2C(=O)CC4=C(C1)C(=C(C=C4)OC)OC)OCO3 The molecule is a dibenzazecine alkaloid, an organic heterotetracyclic compound, a tertiary amino compound, a cyclic ketone, a cyclic acetal and an aromatic ether.